(4-(3-methoxyoxetan-3-yl)phenyl)(4-(4-(trifluoromethyl)phenyl)-1,4-diazepan-1-yl)methanone COC1(COC1)C1=CC=C(C=C1)C(=O)N1CCN(CCC1)C1=CC=C(C=C1)C(F)(F)F